(R)-1'-(6-((2-amino-3-chloropyridin-4-yl)thio)-1,2,4-triazin-3-yl)-5-methyl-1,3-dihydrospiro[indene-2,4'-piperidin]-1-amine NC1=NC=CC(=C1Cl)SC1=CN=C(N=N1)N1CCC2(CC1)[C@H](C1=CC=C(C=C1C2)C)N